N-hydroxy-3-(pyrimidin-4-ylsulfanyl)pyridine-4-carboximidamide ONC(=N)C1=C(C=NC=C1)SC1=NC=NC=C1